C(CCCC(CCCC)C(=O)OC)C(=O)OC Dimethyl nonane-1,5-dicarboxylate